N1(CC=2C=CC=C(C2C(=O)O)O)C(=O)N(C)C=2N=CN(C)C2C1=O Caffeine-Salicylic Acid